2-[[5-(6-chloro-3-pyridyl)-3-methyl-triazol-4-yl]methyl]-5-[(2S,6R)-2,6-dimethylmorpholin-4-yl]pyridazin-3-one ClC1=CC=C(C=N1)C1=C(N(N=N1)C)CN1N=CC(=CC1=O)N1C[C@@H](O[C@@H](C1)C)C